1,3,5-tris(imidazolyl)benzene N1C(=NC=C1)C1=CC(=CC(=C1)C=1NC=CN1)C=1NC=CN1